6,6,9-Trimethyl-4-pentyl-6a,7,8,10a-tetrahydro-6h-benzo[c]chromen-1-ol CC1(OC=2C(=CC=C(C2C2C1CCC(=C2)C)O)CCCCC)C